2-chloro-5-methyl-N1-(pyrimidin-2-yl)benzene-1,3-diamine ClC1=C(C=C(C=C1N)C)NC1=NC=CC=N1